(S)-N-(3-((5-(2-(2-aminopyridin-3-yl)-5-(1H-pyrazol-1-yl)-3H-imidazo[4,5-b]pyridin-3-yl)-2,3-dihydro-1H-inden-1-yl)(2,4-dimethoxybenzyl)amino)propyl)-N-methylacrylamide NC1=NC=CC=C1C1=NC=2C(=NC(=CC2)N2N=CC=C2)N1C=1C=C2CC[C@@H](C2=CC1)N(CCCN(C(C=C)=O)C)CC1=C(C=C(C=C1)OC)OC